3-(4-(but-3-en-1-yloxy)phenyl)-N-ethyl-N-(3-phenylpropyl)propan-1-amine C(CC=C)OC1=CC=C(C=C1)CCCN(CCCC1=CC=CC=C1)CC